1-methyl-1-(2-(1-methyl-1H-imidazo[1,2-b]pyrazole-7-carbonyl)-2-azaspiro[3.3]heptan-6-yl)-3-(5-(trifluoromethoxy)pyridin-3-yl)urea CN(C(=O)NC=1C=NC=C(C1)OC(F)(F)F)C1CC2(CN(C2)C(=O)C2=C3N(N=C2)C=CN3C)C1